N1(CCCC1)CCCOC=1C=C(C=C2CCCOC12)N 8-(3-(pyrrolidin-1-yl)propoxy)chroman-6-amine